C1(=CC=C(C=C1)C1=NC(=NC(=N1)C1=CC=CC=C1)N1C2=CC=CC=C2C2=CC=C3C(=C12)N(C=1C=CC=CC13)C1=CC=CC=C1)C1=CC=CC=C1 11-[4-(biphenyl-4-yl)-6-phenyl-1,3,5-triazin-2-yl]-11,12-dihydro-12-phenyl-Indolo[2,3-a]carbazole